ClC1=CC=C(C=C1)C1CC(C1)C1=CC(=NC=C1OC)C(=O)NCC1=CC(=CC=C1)CC(=O)N(C)CCCCCCCOC=1C=C2C(N(C(C2=CC1)=O)C1C(NC(CC1)=O)=O)=O 4-(3-(4-chlorophenyl)cyclobutyl)-N-(3-(2-((7-((2-(2,6-dioxopiperidin-3-yl)-1,3-dioxoisoindolin-5-yl)oxy)heptyl)(methyl)amino)-2-oxoethyl)benzyl)-5-methoxypicolinamide